CNC1=NC2=C(C(=O)N1)N=CN2[C@H]3[C@@H]([C@@H]([C@H](O3)CO)O)OC n2,2'-O-dimethylguanosine